hydroxy-1-methyl-3-trifluoromethyl-1H-pyrazole OC=1C(=NN(C1)C)C(F)(F)F